1,2,4,5-tetrachlorocyclohexane ClC1C(CC(C(C1)Cl)Cl)Cl